5-(8-(7-Acetyl-3-cyclopropyl-5,6,7,8-tetrahydroimidazo[1,5-a]pyrazin-1-yl)isoquinolin-3-yl)-N-(3-(6-((2,6-dioxopiperidin-3-yl)carbamoyl)pyridin-2-yl)prop-2-yn-1-yl)picolinamide C(C)(=O)N1CC=2N(CC1)C(=NC2C=2C=CC=C1C=C(N=CC21)C=2C=CC(=NC2)C(=O)NCC#CC2=NC(=CC=C2)C(NC2C(NC(CC2)=O)=O)=O)C2CC2